[F-].[Si](C)(C)(C)CCCC[N+](CCCC)(CCCC)CCCC TMS-tetrabutylammonium fluoride